Ethyl (E)-3-(phenanthridin-2-yl)acrylate C1=C(C=CC2=NC=C3C=CC=CC3=C12)/C=C/C(=O)OCC